ClC=1C(=NC=CC1C1=C(C(=CC=C1)C1=CC=C2C(=N1)N(C=C2CNCCOC)C)Cl)C2=CC(=C(CNC[C@@H]1CCC(N1)=O)C=C2)OC (S)-5-(((4-(3-chloro-4-(2-chloro-3-(3-(((2-methoxyethyl)amino)methyl)-1-methyl-1H-pyrrolo[2,3-b]pyridin-6-yl)phenyl)pyridin-2-yl)-2-methoxybenzyl)amino)methyl)pyrrolidin-2-one